COC1=CC=C(C=C1)C1=CC=C2C=NC(=NC2=C1)NC1=CC(=C(C(=C1)OC)OC)OC 7-(4-methoxyphenyl)-N-(3,4,5-trimethoxyphenyl)quinazolin-2-amine